C(CCC)C(CCOC(CCCCCC(=O)O)=O)CCCC heptanedioic acid 7-(3-butylheptyl) ester